(3R)-3-[5-[4-[[1-[4-[(1R,2S)-6-hydroxy-2-phenyl-tetralin-1-yl]phenyl]-4-piperidyl]methyl]piperazin-1-yl]-1-oxo-isoindolin-2-yl]piperidine-2,6-dione OC=1C=C2CC[C@@H]([C@@H](C2=CC1)C1=CC=C(C=C1)N1CCC(CC1)CN1CCN(CC1)C=1C=C2CN(C(C2=CC1)=O)[C@H]1C(NC(CC1)=O)=O)C1=CC=CC=C1